1,6-anhydro-3,4-dideoxy-β-D-threo-hexopyranose [C@H]12[C@@H](O)CC[C@H](O1)CO2